The molecule is a derivative of octanoic acid carrying a beta-oxo group; a possible metabolite of 2-octynoic acid. It derives from an octanoic acid. CCCCCC(=O)CC(=O)O